3-ethyl-3-(3-ethylmethyloxetanyloxy)methyloxetane C(C)C1(COC1)COC1(OCC1CC)C